IC1=CC=C(C=C1)C1=NC2=C(C=NC=C2)N1 2-(4-iodophenyl)-3H-imidazo[4,5-c]Pyridine